tert-butyl (2S)-4-(1-((6-fluoro-2-methyl-2H-indazol-5-yl)carbamoyl)-2,3-dihydro-1H-pyrrolo[2,3-b]pyridin-4-yl)-2-methylpiperidine-1-carboxylate FC=1C(=CC2=CN(N=C2C1)C)NC(=O)N1CCC=2C1=NC=CC2C2C[C@@H](N(CC2)C(=O)OC(C)(C)C)C